2-(3-hydroxyphenyl)ethynylaniline OC=1C=C(C=CC1)C#CNC1=CC=CC=C1